6-(3-cyano-4-methoxypyridin-2-yl)pyrazine-2-carboxamide C(#N)C=1C(=NC=CC1OC)C1=CN=CC(=N1)C(=O)N